C(C1=CC=CC=C1)OC[C@H]1OC[C@@H](OC1)CC1C2=C(C(NC1)=O)C=C(N2)C2=C(C=NC=C2)F 7-{[(2S,5R)-5-[(benzyloxy)methyl]-1,4-dioxan-2-yl]methyl}-2-(3-fluoropyridin-4-yl)-1H,5H,6H,7H-pyrrolo[3,2-c]pyridin-4-one